tert-butyl N-[1-[2-[[(1S)-1-cyano-2-[(3S)-2-oxopyrrolidin-3-yl]ethyl]amino]-1-(cyclopropylmethyl)-2-oxo-ethyl]-2-oxo-3-pyridyl]carbamate C(#N)[C@H](C[C@H]1C(NCC1)=O)NC(C(CC1CC1)N1C(C(=CC=C1)NC(OC(C)(C)C)=O)=O)=O